COC=1C=C(C=C(C1)OC)C#CC1=NNC2=NC=NC(=C21)N2C[C@H](CC2)NC(C=C)=O (S)-3-(3,5-dimethoxyphenylethynyl)-4-(3-acrylamidopyrrolidin-1-yl)-1H-pyrazolo[3,4-d]pyrimidine